C(C)C(C(=O)[O-])CCCC.C(C)C(C(=O)[O-])CCCC.C(C)C(C(=O)[O-])CCCC.C(CCC)[Sn+3] monobutyl-tin tris(2-ethylhexanoate)